2-{3-[(cyclobutoxy)methyl]-[1,4'-bipiperidin]-1'-yl}-N-[(3,5-difluoropyridin-2-yl)methyl]-1,3-thiazole-5-carboxamide C1(CCC1)OCC1CN(CCC1)C1CCN(CC1)C=1SC(=CN1)C(=O)NCC1=NC=C(C=C1F)F